2-((1R,3R)-3-((2S,3S)-2-azido-3-methylpentanoylamino)-4-methyl-1-((triethylsilyl)oxy)pentyl)thiazole-4-carboxylic acid ethyl ester C(C)OC(=O)C=1N=C(SC1)[C@@H](C[C@H](C(C)C)NC([C@H]([C@H](CC)C)N=[N+]=[N-])=O)O[Si](CC)(CC)CC